C(#N)C=1N=CN(C1)C[C@H](C(=O)OCC)OC(NC1=C2CCCC2=CC=2CCCC12)=O Ethyl (2R)-3-(4-cyano-1H-imidazol-1-yl)-2-{[(1,2,3,5,6,7-hexahydro-s-indacen-4-yl)-carbamoyl]oxy}propanoate